rel-(R)-Methyl 3-(1,4-dimethyl-1H-benzo[d][1,2,3]triazol-5-yl)-2,2-dimethyl-3-(3-oxo-2,3-dihydro-1H-inden-5-yl)propanoate CN1N=NC2=C1C=CC(=C2C)[C@H](C(C(=O)OC)(C)C)C=2C=C1C(CCC1=CC2)=O |o1:11|